(5-(3,5-difluorophenyl)-4,5-dihydro-1H-pyrazol-1-yl)(3-(fluoro(3-methoxyphenyl)-methyl)bicyclo[1.1.1]pentan-1-yl)methanone FC=1C=C(C=C(C1)F)C1CC=NN1C(=O)C12CC(C1)(C2)C(C2=CC(=CC=C2)OC)F